4-formyl-7,7-dimethyl-6,7-dihydro-5H-cyclopenta[b]pyridine-2-carboxylic acid methyl ester COC(=O)C1=CC(=C2C(=N1)C(CC2)(C)C)C=O